FC1=C(C=CC=C1[C@H](CN[C@@H]([C@H]1CNC2=CC=CN=C2C1)C1=CC=CC=C1)C)CC(=O)O |o1:7| 2-(2-fluoro-3-((R or S)-1-(((S)-phenyl((R)-1,2,3,4-tetrahydro-1,5-naphthyridin-3-yl)methyl)amino)propan-2-yl)phenyl)acetic acid